2-(2-chlorobenzyl)-(1-chloro-cyclopropane) ClC1=C(CC2C(C2)Cl)C=CC=C1